N1=C(C=CC2=CC=CC=C12)N[C@@H](C)C(=O)O 2-quinolyl-L-alanine